(6S)-1-cyclopropyl-6-methylpiperazin-2-one C1(CC1)N1C(CNC[C@@H]1C)=O